C(C)(C)(C)OC(=O)N1CC2(CCCC2)[C@H](CC1)CN1C(N=CC=C1)=O (S)-10-((2-oxopyrimidin-1(2H)-yl)methyl)-7-azaspiro[4.5]Decane-7-carboxylic acid tert-butyl ester